tert-butyl N-(4-hydroxycyclohexyl)carbamate CC(C)(C)OC(=O)NC1CCC(CC1)O